ClC1N=CC=CC1(O)C(C(=O)O)(C)CC1=CC(=CC=C1)C(F)(F)F 2-chloro-3-hydroxy-3-pyridyl-2-(3-(trifluoromethyl)benzyl)propionic acid